N-(2-aminoethyl)-2-methyl-8-[4-(trifluoromethyl)phenyl]-2H,8H-pyrazolo[3,4-b]indole-5-carboxamide NCCNC(=O)C=1C=C2C=3C(N(C2=CC1)C1=CC=C(C=C1)C(F)(F)F)=NN(C3)C